N-(2-(3,4-dimethylanilino)ethyl)-1,4-benzoxazine CC=1C=C(NCCN2C=COC3=C2C=CC=C3)C=CC1C